ClC=1C=CC(=NC1C1=CC=C(C=C1)F)C(=O)O 5-chloro-6-(4-fluorophenyl)picolinic acid